N-(1,1-dioxidobenzo[b]thiophen-6-yl)-2-(2-fluorophenyl)acetamide O=S1(C2=C(C=C1)C=CC(=C2)NC(CC2=C(C=CC=C2)F)=O)=O